2-[1-(2-Trifluoromethyl-pyridin-4-yl)-azetidin-3-yl]-1-(2,5,6-trimethyl-7,9-dihydro-pyrrolo[3,4-c][1,2,4]triazolo[1,5-a]pyridin-8-yl)-ethanone FC(C1=NC=CC(=C1)N1CC(C1)CC(=O)N1CC=2C=3N(C(=C(C2C1)C)C)N=C(N3)C)(F)F